(3,5-dimethyl-1H-pyrazol-1-yl)(phenyl)methanol CC1=NN(C(=C1)C)C(O)C1=CC=CC=C1